OC(CCCCCCCCCCC(=O)[O-])CCCCCC.[Li+].C(CCCCCCCCCCCCCCCCC)(=O)[O-].[Li+] Lithium stearate Lithium 12-hydroxystearate